(R)-4-(5-chloro-6-oxo-4-(((tetrahydro-2H-pyran-3-yl)methyl)amino)pyridazin-1(6H)-yl)-N-phenylpiperidine-1-sulfonamide ClC1=C(C=NN(C1=O)C1CCN(CC1)S(=O)(=O)NC1=CC=CC=C1)NC[C@@H]1COCCC1